3-ethynyl-1-(3-methoxy-4-nitrobenzoyl)pyrrolidine C(#C)C1CN(CC1)C(C1=CC(=C(C=C1)[N+](=O)[O-])OC)=O